tert-Butyl 2-(3-acetyl-5-(1-(pyrimidin-2-yl)-1H-pyrazol-4-yl)-1H-indazol-1-yl)acetate C(C)(=O)C1=NN(C2=CC=C(C=C12)C=1C=NN(C1)C1=NC=CC=N1)CC(=O)OC(C)(C)C